2-(1-(1H-imidazole-1-carbonyl)piperidin-4-ylidene)-2-(4-(trifluoromethyl)phenyl)acetonitrile N1(C=NC=C1)C(=O)N1CCC(CC1)=C(C#N)C1=CC=C(C=C1)C(F)(F)F